C(=O)C1=NN(C2=CC=C(C=C12)CC(=O)[O-])C1OCCCC1 3-formyl-1-(tetrahydro-2H-pyran-2-yl)-1H-indazole-5-acetate